tert-butyl (1-(3-(4-chloro-3-(N-(4-methoxybenzyl)methylsulfonamido)-1-methyl-1H-indazol-7-yl)-8-methyl-4-oxo-3,4-dihydroquinazolin-2-yl)-2-(3,5-difluorophenyl)ethyl)carbamate ClC1=C2C(=NN(C2=C(C=C1)N1C(=NC2=C(C=CC=C2C1=O)C)C(CC1=CC(=CC(=C1)F)F)NC(OC(C)(C)C)=O)C)N(S(=O)(=O)C)CC1=CC=C(C=C1)OC